CC1=NC(=NO1)C1=CC=C2C=CN=C(C2=C1)NCCN1CC2=CC(=CC=C2CC1)C(=O)OC methyl 2-[2-[[7-(5-methyl-1,2,4-oxadiazol-3-yl)-1-isoquinolyl]amino]ethyl]-3,4-dihydro-1H-isoquinoline-7-carboxylate